1-[(3S)-3-[4-[5-(Cyclopropylmethoxy)-2-fluoro-anilino]pyrido[3,2-d]pyrimidin-6-yl]oxypyrrolidin-1-yl]prop-2-en-1-one C1(CC1)COC=1C=CC(=C(NC=2C3=C(N=CN2)C=CC(=N3)O[C@@H]3CN(CC3)C(C=C)=O)C1)F